FC=1C=C2C=CNC2=C(C1)B1OC(C(O1)(C)C)(C)C 5-fluoro-7-(4,4,5,5-tetramethyl-1,3,2-dioxaborolan-2-yl)-1H-indole